[(biphenylyl)benzselenophenyl][phenyl(biphenylyl)triazinyl]benzene C1(=C(C=CC=C1)C1=C([Se]C2=C1C=CC=C2)C2=C(C=CC=C2)C2=NN=NC(=C2C2=C(C=CC=C2)C2=CC=CC=C2)C2=CC=CC=C2)C2=CC=CC=C2